C(C)(C)(C)N=P(N(C)C)(N(C)C)N(C)C Tert-butylimino-tris(dimethylamino)phosphine